(R)-2-(benzylamino)-3,3-difluoro-4-methylpentanoic acid C(C1=CC=CC=C1)N[C@H](C(=O)O)C(C(C)C)(F)F